(3-(tetra-t-butylferrocenyl)propyl)triethylammonium tetrafluoroborate F[B-](F)(F)F.C(C)(C)(C)C1=C(C(=C([C-]1CCC[N+](CC)(CC)CC)C(C)(C)C)C(C)(C)C)C(C)(C)C.[CH-]1C=CC=C1.[Fe+2]